3-(1-methyl-1H-pyrazol-3-yl)aniline CN1N=C(C=C1)C=1C=C(N)C=CC1